2-(1-methylpyrazolo[3,4-b]pyridin-5-yl)piperidin-1-methanone CN1N=CC=2C1=NC=C(C2)C2N(CCCC2)C=O